NC1=C(C2=C(S1)C(C(CC2)(C2=CC=CC=C2)CCC#C)=O)C(=O)N 2-Amino-6-(but-3-yn-1-yl)-7-oxo-6-phenyl-4,5,6,7-tetrahydrobenzo[b]thiophene-3-carboxamide